CC1(OCCN1CCO)C dl-2,2-dimethyl-N-hydroxyethyl-1,3-oxazolidine